2-octyldodecyl 2-methyl-10-((9Z,12Z)-octadeca-9,12-dien-1-yl)-6-oxo-7-oxa-2,5,10-triazahexadecan-16-oate CN(C)CCNC(OCCN(CCCCCC(=O)OCC(CCCCCCCCCC)CCCCCCCC)CCCCCCCC\C=C/C\C=C/CCCCC)=O